C1(CC1)C1=C(CNC2=NN(C=C2C(C)=O)C)C=CC=C1 1-[3-(2-Cyclopropyl-benzylamino)-1-methyl-1H-pyrazol-4-yl]-ethanone